(5-amino-2-hydroxyphenyl)(2-(4-chlorophenyl)pyrazolo[1,5-a]pyrimidin-6-yl)methanone NC=1C=CC(=C(C1)C(=O)C=1C=NC=2N(C1)N=C(C2)C2=CC=C(C=C2)Cl)O